N-(6-ethylpyridin-2-yl)-7-methoxy-2-(tetrahydro-2H-pyran-4-yl)imidazo[1,2-a]pyridine-6-carboxamide C(C)C1=CC=CC(=N1)NC(=O)C=1C(=CC=2N(C1)C=C(N2)C2CCOCC2)OC